FCC1(OC(C2=CC=C(C=C12)NC(OC(C)(C)C)=O)=O)CO tert-butyl 3-(fluoromethyl)-3-(hydroxymethyl)-1-oxo-1,3-dihydroisobenzofuran-5-ylcarbamate